FC=1C=C(C=C(C1F)F)NC(=O)C=1C=C(C=CC1)S(=O)(=O)NC1=CC=C(C=C1)B(O)O (4-((3-((3,4,5-trifluorophenyl)carbamoyl)phenyl)sulfonamido)phenyl)boronic acid